1,3-bis(6-hexyloxyhexyl)imidazolium C(CCCCC)OCCCCCCN1C=[N+](C=C1)CCCCCCOCCCCCC